BrC=1N=CC(=NC1)C(C(CNC1=NC=C(C=N1)SC)C)N 1-(5-bromopyrazin-2-yl)-2-methyl-N3-(5-(methylthio)pyrimidin-2-yl)propane-1,3-diamine